1-(4-methoxy-3-((2-(trimethylsilyl)ethoxy)methyl)-3H-thieno[3',2':3,4]benzo[1,2-d]imidazol-7-yl)ethan-1-one COC1=CC2=C(C3=C1N(C=N3)COCC[Si](C)(C)C)C=C(S2)C(C)=O